2,3-bis(4-tolyl)-5-(4-cyanophenyl)tetrazole chloride [Cl-].C1(=CC=C(C=C1)N1NC(=NN1C1=CC=C(C=C1)C)C1=CC=C(C=C1)C#N)C